C1(=CC=C(C=C1)SC1=CC=C(C=C1)[S+](C1=CC=C(C=C1)OC)C1=CC=C(C=C1)OC)C 4-(p-tolylthio)phenyl-bis(4-methoxyphenyl)sulfonium